N-(2-{[4-(6-fluoro-3-phenyl-1H-pyrrolo[3,2-b]pyridin-2-yl)pyridin-3-yl]oxy}ethyl)-N-methylprop-2-enamide FC=1C=C2C(=NC1)C(=C(N2)C2=C(C=NC=C2)OCCN(C(C=C)=O)C)C2=CC=CC=C2